C[C@H]1[C@H]([C@H]([C@@H]([C@H](O1)O)F)O)O The molecule is an organofluorine compound that is beta-L-fucose in which the hydroxy group at position 2 is replaced by fluorine. It derives from a beta-L-fucose.